C(CC=CCC)O 3-Hexen-1-ol